(2E)-1-(4-Hydroxyphenyl)-3-(4-nitrophenyl)prop-2-en-1-one OC1=CC=C(C=C1)C(\C=C\C1=CC=C(C=C1)[N+](=O)[O-])=O